FC=1C=C(C=CC1OC1=NC=CC(=N1)C)C1=C(SC2=C1C(=NC=C2)O)C2=C(C=C(C=C2)[N+](=O)[O-])C 3-(3-fluoro-4-((4-methylpyrimidin-2-yl)oxy)phenyl)-2-(2-methyl-4-nitrophenyl)thieno[3,2-c]pyridin-4-ol